5-benzoyl-N,N-dimethylindolizine-7-carboxamide C(C1=CC=CC=C1)(=O)C=1N2C=CC=C2C=C(C1)C(=O)N(C)C